C[C@H]1C[C@]2(CN1CC1=CN=C(S1)NC(C)=O)OC1=C(C2)C=CC=C1 N-(5-(((2R,5'S)-5'-Methyl-3H-spiro[benzofuran-2,3'-pyrrolidin]-1'-yl)methyl)thiazol-2-yl)acetamide